vinyloxazoline C(=C)C=1OCCN1